N-(5,6-Dimethoxy-benzothiazol-2-yl)-2-(4-ethanesulfonyl-phenyl)-2-piperidin-1-yl-acetamide COC=1C(=CC2=C(N=C(S2)NC(C(N2CCCCC2)C2=CC=C(C=C2)S(=O)(=O)CC)=O)C1)OC